3-amino-N-(2-(2'-chloro-6-(piperazin-1-yl)-[1,1'-biphenyl]-3-yl)ethyl)-6-methylthieno[2,3-b]pyridine-2-carboxamide NC1=C(SC2=NC(=CC=C21)C)C(=O)NCCC=2C=C(C(=CC2)N2CCNCC2)C2=C(C=CC=C2)Cl